C(C)O/C=C/C1=CC(=C(C#N)C=C1)OC(C)C 4-[(E)-2-ethoxyvinyl]-2-prop-2-yloxybenzonitrile